5-((3-(7-(((Z)-3-fluoro-1-methylpiperidin-4-yl)amino)-3-(2,2,2-trifluoroethyl)benzo[b]thiophen-2-yl)prop-2-yn-1-yl)amino)-6-methoxy-N-methylpicolinamide FC1CN(CCC1NC1=CC=CC2=C1SC(=C2CC(F)(F)F)C#CCNC=2C=CC(=NC2OC)C(=O)NC)C